2,5-diamino-N1,N4-bis(3,4,5-trihydroxyphenyl-ethyl)-1,4-benzenedicarboxamide NC1=C(C=C(C(=C1)C(=O)NCCC1=CC(=C(C(=C1)O)O)O)N)C(=O)NCCC1=CC(=C(C(=C1)O)O)O